iodine chloride ICl